ClC1=C(C(=O)N(C)C2CC2)C=CC(=C1)OCCCCC1CCN(CC1)C([C@@](C(F)(F)F)(C1=CC=CC=C1)O)=O |o1:26| (R or S)-2-chloro-N-cyclopropyl-N-methyl-4-(4-(1-(3,3,3-trifluoro-2-hydroxy-2-phenylpropanoyl)piperidin-4-yl)butoxy)benzamide